N1=CC(=CC=C1)C=1C=C(C=CC1)C1=CC=C(C=2C1=CC=C1C=CC=NC21)O 7-(3-(pyridin-3-yl)phenyl)-10-hydroxy-benzo[h]quinoline